4-Ethyl 6-(trifluoromethyl)pyridazine-4-carboxylate FC(C1=CC(=CN=N1)C(=O)OCC)(F)F